tert-butyl 6-[4-[4-[5-acetyl-3-(6-cyano-3,4-dihydro-2H-quinolin-1-yl)-6,7-dihydro-4H-pyrazolo[4,3-c]pyridin-1-yl]-1-piperidyl]but-1-ynyl]pyridazine-3-carboxylate C(C)(=O)N1CC2=C(CC1)N(N=C2N2CCCC1=CC(=CC=C21)C#N)C2CCN(CC2)CCC#CC2=CC=C(N=N2)C(=O)OC(C)(C)C